gallium sulfide copper [Cu].[Ga]=S